BrC1=CC=C(C=C1)C=1N=C2N(C=CC=C2)C1CN1CCN(CC1)C(=O)C1=C(C=CC=C1)OC (4-{[2-(4-bromophenyl)imidazo[1,2-a]pyridine-3-yl]methyl}piperazin-1-yl)(2-methoxyphenyl)methanone